(R)-N-[4-[8-amino-5-chloro-3-(trideuteriomethyl)imidazo[1,5-a]pyrazin-1-yl]-3-fluoro-phenyl]-2-(3,5-difluorophenyl)-2-hydroxy-acetamide NC=1C=2N(C(=CN1)Cl)C(=NC2C2=C(C=C(C=C2)NC([C@H](O)C2=CC(=CC(=C2)F)F)=O)F)C([2H])([2H])[2H]